1-Methyl-1H-pyrazolo[3,4-d]pyrimidin CN1N=CC=2C1=NC=NC2